FC1(C[C@H](NC1=O)COC=1C=CC=C2C=C(C(=NC12)OC)C(=O)N)F 8-((S)-4,4-difluoro-5-oxo-pyrrolidin-2-ylmethoxy)-2-methoxy-quinoline-3-carboxylic acid amide